C(COCCOCCCC)(=O)OC1[C@H](O)[C@@H](O)[C@H](O)[C@H](O1)CO O-(3,6-dioxadecanoyl)-glucopyranose